[C@@H]1([C@H](O)[C@@H](O)[C@H](O)[C@H](O1)CO)C1=CC(=C(C=C1)C)CC=1SC(=CC1)C1=CC(=CC=C1)C#N 1-(β-D-glucopyranosyl)-4-methyl-3-[5-(3-cyano-phenyl)-2-thienylmethyl]benzene